COC(C(CCBr)SC=1N=C2N(N1)[C@@H](C[C@@H]2F)C2=CC=CC=C2)=O 4-bromo-2-[[(5S,7S)-7-fluoro-5-phenyl-6,7-dihydro-5H-pyrrolo[1,2-b][1,2,4]triazol-2-yl]thio]butanoic acid methyl ester